FC=1C=C2C=NN(C2=CC1C=1C=2C(=NN(C2C=CC1)CC(=O)N(C)CC(=O)NCC(=O)OC)C1CCN(CC1)C(CCC(=O)O)=O)C 4-(4-(5'-fluoro-1-(2-((2-((2-methoxy-2-oxoethyl)amino)-2-oxoethyl)(methyl)amino)-2-oxoethyl)-1'-methyl-1H,1'H-[4,6'-biindazol]-3-yl)piperidin-1-yl)-4-oxobutanoic acid